FC=1C(=CC=C(C(=O)N[C@@H]2[C@H](CCCC2)O)C1)C 5-fluoro-N-[(1S,2S)-2-hydroxycyclohexyl]-4-methylbenzamide